C(=C)C1=CC=C(C=C1)C1=CC=C(C=C1)C=C divinyl-1,1'-biphenyl